ethoxypropylene glycol (methyl) allyl ether C(C=C)OC(C(OCC)OC)C